2-(2-(5-chloro-1-methyl-1H-imidazol-4-yl)-6-fluorophenyl)-3-cyano-N-(1-methyl-2-oxabicyclo[2.1.1]hexan-4-yl)imidazo[1,2-a]pyridine-7-carboxamide ClC1=C(N=CN1C)C1=C(C(=CC=C1)F)C=1N=C2N(C=CC(=C2)C(=O)NC23COC(C2)(C3)C)C1C#N